(S)-N-((R and S)-(4-chloro-2-methoxyphenyl)(4-fluorophenyl)methyl)-2-oxooxazolidine-5-carboxamide ClC1=CC(=C(C=C1)[C@H](NC(=O)[C@@H]1CNC(O1)=O)C1=CC=C(C=C1)F)OC |&1:7|